5-ethoxycarbonyl-6-methyl-4-phenyl-3,4-dihydropyrimidine C(C)OC(=O)C=1C(NC=NC1C)C1=CC=CC=C1